benzyl 4-(8-(tert-butoxycarbonyl)-3,8-diazabicyclo[3.2.1]oct-3-yl)-2-((1-(morpholinomethyl) cyclopropyl) methoxy)-5,7-dihydro-6H-pyrrolo[3,4-d]pyrimidine-6-carboxylate C(C)(C)(C)OC(=O)N1C2CN(CC1CC2)C=2C1=C(N=C(N2)OCC2(CC2)CN2CCOCC2)CN(C1)C(=O)OCC1=CC=CC=C1